4-((5-chloro-4-(1-isopropyl-1H-pyrazol-4-yl)pyrimidin-2-yl)amino)-N-(2,4-difluorobenzyl)-3-methoxybenzamide ClC=1C(=NC(=NC1)NC1=C(C=C(C(=O)NCC2=C(C=C(C=C2)F)F)C=C1)OC)C=1C=NN(C1)C(C)C